N-{(4aR,6R)-2-[4-(2,6-difluorophenyl)-5,6-difluoro-1,2-benzoxazol-3-yl]-5,5-difluoro-1-oxooctahydropyrrolo[1,2-c]pyrimidin-6-yl}cyclopropanesulfonamide FC1=C(C(=CC=C1)F)C1=C(C(=CC2=C1C(=NO2)N2C(N1[C@H](CC2)C([C@@H](C1)NS(=O)(=O)C1CC1)(F)F)=O)F)F